1-(3,4-difluorophenyl)-9-(2-(hydroxymethyl)-6-(4-(trifluoromethyl)-1H-pyrazol-1-yl)pyrimidin-4-yl)1,9-diazaspiro[5.5]undecane-2-one FC=1C=C(C=CC1F)N1C(CCCC12CCN(CC2)C2=NC(=NC(=C2)N2N=CC(=C2)C(F)(F)F)CO)=O